tert-butyl 2-((1-methyl-1H-1,2,3-triazol-4-yl)methyl)-7-azaspiro[3.5]nonane-7-carboxylate CN1N=NC(=C1)CC1CC2(C1)CCN(CC2)C(=O)OC(C)(C)C